[Cl-].C[N+](CCCCCCCCCCCC)(CCO)C Dimethyl-hydroxyethyl-lauryl-ammonium chloride